ClC1=NC=CC=C1CN(C(OC(C)(C)C)=O)C tert-butyl ((2-chloropyridin-3-yl)methyl)(methyl)carbamate